C(C=C)OC1=NOC(=C1)C(=O)C1=C(N=C(S1)N(C1=CC=C(C=C1)F)C(C(=O)N)C)N (N-[5-(3-allyloxyisoxazole-5-carbonyl)-4-amino-thiazol-2-yl]-4-fluoro-anilino)propanamide